4-(2-acryloyl-2,6-diazaspiro[3.4]octan-6-yl)-2-(4-((R)-3,4-dimethylpiperazin-1-yl)piperidin-1-yl)-6-(5-methyl-1H-indazol-4-yl)pyrimidine-5-carbonitrile C(C=C)(=O)N1CC2(C1)CN(CC2)C2=NC(=NC(=C2C#N)C2=C1C=NNC1=CC=C2C)N2CCC(CC2)N2C[C@H](N(CC2)C)C